4-ethoxy-2-(methylsulfinyl)pyrimidine-5-carboxylic acid ethyl ester C(C)OC(=O)C=1C(=NC(=NC1)S(=O)C)OCC